C1(CCCC1)C[C@@H](C(=O)N[C@@H](C[C@H]1C(NCC1)=O)C(C(=O)NCC)=O)NC(O[C@H](C(F)(F)C1=CC(=CC=C1)Cl)C1=CC=CC=C1)=O (S)-2-(3-chlorophenyl)-2,2-difluoro-1-phenylethyl ((S)-3-cyclopentyl-1-(((S)-4-(ethylamino)-3,4-dioxo-1-((S)-2-oxopyrrolidin-3-yl)butan-2-yl)amino)-1-oxopropan-2-yl)carbamate